2,4-dinitro-6-sec-butyl-phenol [N+](=O)([O-])C1=C(C(=CC(=C1)[N+](=O)[O-])C(C)CC)O